N-salicyloyl-N'-salicyloyl-hydrazine tert-Butyl-2-carbamoyl-6,7-dihydrothiazolo[5,4-c]pyridine-5(4H)-carboxylate C(C)(C)(C)OC(=O)N1CC2=C(CC1)N=C(S2)C(N)=O.C(C=2C(O)=CC=CC2)(=O)NNC(C=2C(O)=CC=CC2)=O